(S)-2-((2-((S)-4-(difluoromethyl)-5,5-dimethyl-2-oxooxazolidin-3-yl)-5,6-dihydrobenzo[f]imidazo[1,2-d][1,4]oxazepin-9-yl)amino)propionamide FC([C@H]1N(C(OC1(C)C)=O)C=1N=C2N(CCOC3=C2C=CC(=C3)N[C@H](C(=O)N)C)C1)F